3,3'-di(9H-carbazole-9-yl)-1,1'-biphenyl C1=CC=CC=2C3=CC=CC=C3N(C12)C=1C=C(C=CC1)C1=CC(=CC=C1)N1C2=CC=CC=C2C=2C=CC=CC12